CC1=C(C(=CC(=C1)C)C)N1C(N(CC1)C1=C(C=C(C=C1C)C)C)=[Ru](=CC1=C(C=CC=C1)OC(C)C)(Cl)Cl (1,3-bis-(2,4,6-trimethylphenyl)-2-imidazolidinylidene)dichloro(o-isopropyloxyphenylmethylene)ruthenium